tert-butyl N-[(3R)-5-[(4-chlorophenyl)methyl]-7-cyano-8-fluoro-1,1,4-trioxo-2,3-dihydro-1λ6,5-benzothiazepin-3-yl]carbamate ClC1=CC=C(C=C1)CN1C([C@H](CS(C2=C1C=C(C(=C2)F)C#N)(=O)=O)NC(OC(C)(C)C)=O)=O